4-(hydroxymethyl)cyclohexanol OCC1CCC(CC1)O